C(C=C)N1C(C(=C(C2=CC=CN=C12)O)C(=O)NC1CCC(CC1)(C)C)=O 1-allyl-N-(4,4-dimethylcyclohexyl)-4-hydroxy-2-oxo-1,8-naphthyridine-3-carboxamide